benzyl 4-(((2R,6S)-4-(3-(2,6-bis(benzyloxy)pyridin-3-yl)-1-methyl-1H-indazol-7-yl)-2,6-dimethylpiperazin-1-yl)methyl)piperidine-1-carboxylate C(C1=CC=CC=C1)OC1=NC(=CC=C1C1=NN(C2=C(C=CC=C12)N1C[C@H](N([C@H](C1)C)CC1CCN(CC1)C(=O)OCC1=CC=CC=C1)C)C)OCC1=CC=CC=C1